N-hydroxy-4-((1-(2-methoxyethyl)-1H-benzo[d]imidazol-2-yl)methyl)-3,4-dihydro-2H-benzo[b][1,4]oxazine-6-carboxamide ONC(=O)C1=CC2=C(OCCN2CC2=NC3=C(N2CCOC)C=CC=C3)C=C1